(S)-1-((2-(difluoromethyl)-6-(6-fluoroquinolin-4-yl)pyridin-3-yl)oxy)-2,4-dimethylpentan-2-amine FC(C1=NC(=CC=C1OC[C@](CC(C)C)(N)C)C1=CC=NC2=CC=C(C=C12)F)F